(1R,2S,5S)-N-((S)-1-amino-1-oxo-3-((S)-2-oxopyrrolidin-3-yl)propan-2-yl)-3-(O-tert-butyl-L-threonyl)-6,6-dimethyl-3-azabicyclo[3.1.0]hexane-2-carboxamide NC([C@H](C[C@H]1C(NCC1)=O)NC(=O)[C@@H]1[C@H]2C([C@H]2CN1C([C@@H](N)[C@H](OC(C)(C)C)C)=O)(C)C)=O